C(C(C)C)C=1C=CC(=C(C1)N1CCN(CC1)CC=1N(C=CN1)C)C=1N=NNN1 1-[5-isobutyl-2-(2H-tetrazol-5-yl)phenyl]-4-[(1-methylimidazol-2-yl)methyl]piperazine